NC1=NC=NN2C1=C(C=C2C=2C=C(C(=NC2)OC)C(=O)N[C@@H]2CN(C[C@@H]2F)C(=O)OCC#C)C(F)(F)F prop-2-yn-1-yl (3R,4S)-3-{5-[4-amino-5-(trifluoromethyl)pyrrolo[2,1-f][1,2,4]triazin-7-yl]-2-methoxypyridine-3-amido}-4-fluoropyrrolidine-1-carboxylate